2-(Methoxycarbonyl)-5-methylpyridine 1-oxide COC(=O)C1=[N+](C=C(C=C1)C)[O-]